tert-butyl (5-chloro-3-isopropylpyrazolo[1,5-a]pyrimidin-7-yl)(4-(pyridin-3-yl)benzyl)carbamate ClC1=NC=2N(C(=C1)N(C(OC(C)(C)C)=O)CC1=CC=C(C=C1)C=1C=NC=CC1)N=CC2C(C)C